1-(3,3-difluorocyclobutyl)-N-{[3-(4-{[(3S,4R)-3-fluoro-1-methylpiperidin-4-yl]amino}-1-(2,2,2-trifluoroethyl)-1H-indol-2-yl)-1,2,4-oxadiazol-5-yl]methyl}-1H-pyrrole-3-carboxamide FC1(CC(C1)N1C=C(C=C1)C(=O)NCC1=NC(=NO1)C=1N(C2=CC=CC(=C2C1)N[C@H]1[C@H](CN(CC1)C)F)CC(F)(F)F)F